BrC1=NC=C(C(=C1)C1=C(C=NC(=C1)C)C(=O)NC=1SC(=NN1)OC[C@@H]1COCC1)OC (S)-2'-bromo-5'-methoxy-6-methyl-N-(5-((tetrahydrofuran-3-yl)methoxy)-1,3,4-thiadiazol-2-yl)-(4,4'-bipyridyl)-3-carboxamide